(2R,4aS,6aS,9S,12bR,14aS,14bR)-N-hydroxy-9-methoxy-2,4a,6a,9,12b,14a-hexamethyl-10,11-dioxo-1,2,3,4,4a,5,6,6a,9,10,11,12b,13,14,14a,14b-hexadecahydropicene-2-carboxamide ONC(=O)[C@]1(C[C@H]2[C@@]3(CC[C@]4(C5=CC(C([C@@](C5=CC=C4[C@]3(CC[C@]2(CC1)C)C)(C)OC)=O)=O)C)C)C